N-[4-(difluoromethyl)-5-fluoro-2-methylpyridin-3-yl]prop-2-enamide FC(C1=C(C(=NC=C1F)C)NC(C=C)=O)F